C(#N)C=1C=C(C=CC1F)NC(=O)N1CC=2C(=NN3C2C=2C(CCC3)=CNN2)CC1 N-(3-Cyano-4-fluorophenyl)-4,5,6,9,10,12-hexahydropyrazolo[3,4-c]pyrido[4',3':3,4]pyrazolo[1,5-a]azepine-11(2H)-carboxamide